FC1=C(C=C(C=C1)F)C1=CC=C(S1)[C@H](CC(=O)OCC)NC(=O)NC=1C(N(C=CC1O)C)=O Ethyl (S)-3-(5-(2,5-Difluorophenyl)thiophen-2-yl)-3-(3-(4-hydroxy-1-methyl-2-oxo-1,2-dihydropyridin-3-yl)ureido)propanoat